N-(3-Cyano-4-fluorophenyl)-11,11-difluoro-8-hydroxy-8-methyl-3,4,8,9,10,11-hexahydro-1H-pyrido[4',3':3,4]pyrazolo[1,5-a]azepine C(#N)C=1C=C(C=CC1F)N1CC=2C(=NN3C2C(CCC(C3)(C)O)(F)F)CC1